[Br-].C[S+](CC1=C(C=CC(=C1)[N+](=O)[O-])O)C dimethyl-(2-hydroxy-5-nitrobenzyl)sulfonium bromide